C(C)(C)(C)OC(=O)N[C@H](C(=O)NCC1=CC=CC=C1)COC (S)-2-tert-butoxycarbonylamino-N-benzyl-3-methoxypropionamide